2-(2-chloro-4-fluorophenoxy)-N-(3-sulfamoylphenyl)-6-(trifluoromethyl)benzamide ClC1=C(OC2=C(C(=O)NC3=CC(=CC=C3)S(N)(=O)=O)C(=CC=C2)C(F)(F)F)C=CC(=C1)F